BrC=1C=C2C(=NC(N(C2=CC1C(C)(F)F)C1=C(C=CC=C1)Cl)=O)N[C@@H]1[C@@H](C1)F 6-Bromo-1-(2-chlorophenyl)-7-(1,1-difluoroethyl)-4-(((1S,2R)-2-fluorocyclopropyl)-amino)quinazolin-2(1H)-one